CC1=CC=C(C=C1)C1=NOC(=N1)C1=CC=C(C=C1)NC(=O)C1CN(C(C1)=O)CC=1C=NC=CN1 N-{4-[3-(4-methylphenyl)-1,2,4-oxadiazol-5-yl]Phenyl}-5-oxo-1-[(pyrazin-3-yl)methyl]Pyrrolidine-3-carboxamide